C(CNC(=O)[C@@H]1OB(OC(C1)=O)[C@H](CC(C)C)NC(CNC(C1=C(C=CC(=C1)Cl)Cl)=O)=O)NC(=O)[C@@H]1OB(OC(C1)=O)[C@H](CC(C)C)NC(CNC(C1=C(C=CC(=C1)Cl)Cl)=O)=O (4R,4'R)-N,N'-(ethane-1,2-diyl)bis(2-((R)-1-(2-(2,5-dichlorobenzamido)acetamido)-3-methylbutyl)-6-oxo-1,3,2-dioxaborinane-4-carboxamide)